4-(6-(4-aminopiperidin-1-yl)-4-hydroxy-3-(4-morpholinophenyl)pyridin-2-yl)-2-fluoro-benzonitrile hydrochloride Cl.NC1CCN(CC1)C1=CC(=C(C(=N1)C1=CC(=C(C#N)C=C1)F)C1=CC=C(C=C1)N1CCOCC1)O